2-chloro-5-fluoro-N-(4-(5-fluoro-1-((2-(trimethylsilyl)ethoxy)methyl)-1H-pyrazol-4-yl)phenyl)pyrimidin-4-amine ClC1=NC=C(C(=N1)NC1=CC=C(C=C1)C=1C=NN(C1F)COCC[Si](C)(C)C)F